FC1=C(C=C(C(=O)O)C=C1)NC1=NN(C2=NC(=NC=C21)NC=2C=NN(C2)C)C 4-fluoro-3-((1-methyl-6-((1-methyl-1H-pyrazol-4-yl)amino)-1H-pyrazolo[3,4-d]pyrimidin-3-yl)amino)benzoic acid